tert-Butyl (3-(4H-1,2,4-triazol-3-yl)bicyclo[1.1.1]pentan-1-yl)carbamate N=1N=C(NC1)C12CC(C1)(C2)NC(OC(C)(C)C)=O